ClC=1C(=NC2=CC(=C(C=C2C1N[C@H](C)C1=C(C(=CC=C1)F)F)C=1C=NC(=NC1)P(=O)(C)C)F)C 3-chloro-N-[(1R)-1-(2,3-difluorophenyl)ethyl]-6-[2-(dimethylphosphoryl)pyrimidin-5-yl]-7-fluoro-2-methylquinolin-4-amine